COC1=C(C(=CC=C1)OC)S(=O)(=O)NC1=NOC2=C1C(=CC(=C2)C=2C=C(C=CC2)C=2CN(CC2)C(=O)OC(C)(C)C)OC tert-butyl 3-(3-(3-((2,6-dimethoxyphenyl) sulfonamido)-4-methoxy benzo[d]isoxazol-6-yl)phenyl)-2,5-dihydro-1H-pyrrole-1-carboxylate